CC=1C(=NC=C(C1)C#CC1=CC=CC=C1)N1C(C2=CC(=CC=C2C1)OCC1CCOCC1)=O 2-(3-methyl-5-(phenylethynyl)pyridin-2-yl)-6-((tetrahydro-2H-pyran-4-yl)methoxy)isoindolin-1-one